2-((1S,2S)-1-(2-cyanophenyl)-1-phenylpropan-2-yl)-5-hydroxy-N-(isoxazol-4-yl)-1-methyl-6-oxo-1,6-dihydropyrimidine-4-carboxamide C(#N)C1=C(C=CC=C1)[C@@H]([C@H](C)C=1N(C(C(=C(N1)C(=O)NC=1C=NOC1)O)=O)C)C1=CC=CC=C1